O[C@@H]([C@]1(CN(CC1)C(C)(C)C1=NC=CC=C1)CCC1=CC=C(C#N)C=C1)C1=CC=CC=C1 |o1:1| 4-(2-((R)-3-((R or S)-hydroxy(phenyl)methyl)-1-(2-(pyridin-2-yl)propan-2-yl)pyrrolidin-3-yl)ethyl)benzonitrile